3-glycidoxypropyltriethoxysilane, Hydrochloride Cl.C(C1CO1)OCCC[Si](OCC)(OCC)OCC